CC=1N=NSC1C(=O)N1C[C@@H]2[C@H](C1)CC(C2)C2=C(C=C1C=NN(C1=C2)C=2C=NN(C2)C)C (4-methyl-1,2,3-thiadiazol-5-yl)((3aR,5r,6aS)-5-(5-methyl-1-(1-methyl-1H-pyrazol-4-yl)-1H-indazol-6-yl)hexahydrocyclopenta[c]pyrrol-2(1H)-yl)methanone